C(N)(=O)C(CCO)N1CC2=CC(=CC=C2[C@H](C1)C)C(=O)NC=1C=NC=C(C1)CC(F)(F)F (4R)-2-(1-carbamoyl-3-hydroxy-propyl)-4-methyl-N-[5-(2,2,2-trifluoroethyl)-3-pyridyl]-3,4-dihydro-1H-isoquinoline-7-carboxamide